1-((3ar,5r,6as)-5-(6-(trifluoromethyl)imidazo[1,5-a]pyridin-8-yl)hexahydrocyclopenta[c]pyrrol-2(1H)-yl)ethanone FC(C=1C=C(C=2N(C1)C=NC2)C2C[C@@H]1[C@@H](CN(C1)C(C)=O)C2)(F)F